C(CCCCCCCC(=O)O)(=O)O.C(C)O.C(C)O diethanol azelate